3-(5-(2-fluorophenyl)-1,3,4-thiadiazol-2-yl)piperidine-1-carboxylic acid tert-butyl ester C(C)(C)(C)OC(=O)N1CC(CCC1)C=1SC(=NN1)C1=C(C=CC=C1)F